OC=1C=C(C=C2C(C=C(OC12)C1=CC=C(C=C1)OC)=O)CC=1NC=CC1C 8-hydroxy-4'-methoxy-6-((3''-methyl-1H-pyrrol-2-yl)methyl)-flavone